COC1=C(C=CC(=C1)OC)C(=O)N1CCC(CC1)CCCCNC(=O)C1=CC=2C(=CN=CC2)S1 N-(4-{1-[(2,4-dimethoxyphenyl)carbonyl]piperidin-4-yl}butyl)thieno[2,3-c]pyridine-2-carboxamide